copper-tin-lead-antimony [Sb].[Pb].[Sn].[Cu]